CC1=C(C(NC(=C1)C)=O)CC1=C(C(=C(C(=O)N)C=C1O[C@@H]1C[C@H](C1)N1CCOCC1)C)N(C1CCOCC1)CC ((4,6-dimethyl-2-oxo-1,2-dihydropyridin-3-yl)methyl)-3-(ethyl-(tetrahydro-2H-pyran-4-yl)amino)-2-methyl-5-(trans-3-morpholinylcyclobutoxy)benzamide